tert-Butyl-(2R,3R,5R)-3-(((tert-butyldiphenylsilyl)oxy)methyl)-2-ethynyl-5-(hydroxymethyl)pyrrolidine C(C)(C)(C)N1[C@H]([C@@H](C[C@@H]1CO)CO[Si](C1=CC=CC=C1)(C1=CC=CC=C1)C(C)(C)C)C#C